di(isononyl) terephthalate C(C1=CC=C(C(=O)OCCCCCCC(C)C)C=C1)(=O)OCCCCCCC(C)C